BrC=1C(N(C=C(C1)Br)C)=O 3,5-dibromo-1-methylpyridin-2-one